OC1(CCC(CC1)NC(=O)C=1C2=C(N=C(N1)N1C=NC=C1)CCC2)C(F)(F)F N-((trans)-4-hydroxy-4-(trifluoromethyl)cyclohexyl)-2-(1H-imidazol-1-yl)-6,7-dihydro-5H-cyclopenta[d]pyrimidine-4-carboxamide